methyl (S)-2-methyl-3-hydroxypropionate C[C@H](C(=O)OC)CO